2-(2,2-Difluoro-1-methyl-ethyl)-5-[1-(2-fluoro-6-methyl-phenyl)-piperidin-4-yl]-7-(2-trifluoromethyl-benzyl)-2,4,5,7-tetrahydro-pyrazolo[3,4-d]pyrimidin-6-one FC(C(C)N1N=C2N(C(N(CC2=C1)C1CCN(CC1)C1=C(C=CC=C1C)F)=O)CC1=C(C=CC=C1)C(F)(F)F)F